N1(C(CC2=CC=CC=C12)=O)N[C@@H](C)C(=O)O oxindolyl-alanine